CC1=NN2C(C(=CC(=C2)C[C@@H]2CC[C@H](CC2)C(=O)N2OCC[C@H]2C=2N=C(SC2)C)C)=N1 trans-[4-(2,8-Dimethyl-[1,2,4]triazolo[1,5-a]pyridin-6-ylmethyl)-cyclohexyl]-[(S)-3-(2-methyl-thiazol-4-yl)-isoxazolidin-2-yl]-methanone